C(C1=CC=CC=C1)OC1=CC=C(C=N1)[C@@H]1OCC[C@@H](C1)C1=NC2=NC(=C(N=C2C(=N1)C12CC(C1)(C2)C(F)(F)F)OC)C 2-[(2R,4S)-2-(6-benzyloxy-3-pyridyl)tetrahydropyran-4-yl]-6-methoxy-7-methyl-4-[3-(trifluoromethyl)-1-bicyclo[1.1.1]pentanyl]pteridine